3-iodo-5,6,7,8-tetrahydroisoquinoline IC=1N=CC=2CCCCC2C1